tert-butyl 11-hydroxy-3,4,10,11-tetrahydro-1H-pyrido[4',3':3,4]pyrazolo[1,5-a]azepine-2(7H)-carboxylate OC1C=2N(CC=CC1)N=C1C2CN(CC1)C(=O)OC(C)(C)C